N-(pyrrolidin-3-ylmethyl)indolizine-3-carboxamide N1CC(CC1)CNC(=O)C1=CC=C2C=CC=CN12